1-((2-chloro-6,7-dihydrothieno[3,2-d]pyrimidin-4-yl)amino)cyclobutane-1-carboxylic acid methyl ester COC(=O)C1(CCC1)NC=1C2=C(N=C(N1)Cl)CCS2